C1(CC1)[C@@H](\C=C\S(=O)(=O)C)NC(C1=C(N=C(C=C1)C(F)(F)C1CC1)OC1=CC=CC=C1)=O (S,E)-N-(1-cyclopropyl-3-(methylsulfonyl)allyl)-6-(cyclopropyldifluoromethyl)-2-phenoxynicotinamide